C1=CC=C2C(=C1)C=CC=C2C(=O)[O-] The molecule is a naphthoate that is the conjugate base of 1-naphthoic acid. It has a role as a bacterial xenobiotic metabolite and a fungal xenobiotic metabolite. It is a conjugate base of a 1-naphthoic acid.